3-(tert-butyl)-5-(3-chlorophenoxy)-1-(4-methoxybenzyl)-1H-pyrazole-4-carboxylic acid C(C)(C)(C)C1=NN(C(=C1C(=O)O)OC1=CC(=CC=C1)Cl)CC1=CC=C(C=C1)OC